4-amino-1-(2-((tertbutyldimethylsilyl)oxy)ethyl)-N-methyl-1H-pyrazole-3-carboxamide NC=1C(=NN(C1)CCO[Si](C)(C)C(C)(C)C)C(=O)NC